OC1=C(C=C(C=C1C(C)C)C(C)C)N1N=C2C(=N1)C=CC=C2 2-(2-hydroxy-3,5-diisopropylphenyl)benzotriazole